C1(CCCCC1)C1=C(C=C(C=C1O)\C=C\C1=CC(=CC=C1)F)O (E)-2-cyclohexyl-5-(3-fluoro-styryl)-1,3-benzenediol